N1(CCOCC1)C1C2=C(N(N=C2CCC1)C1=NC=CC=C1)O morpholin-4-yl-2-pyridin-2-yl-4,5,6,7-tetrahydro-2H-indazol-3-ol